BrC1=C2CCC(C2=C(C=C1)SC)=O 4-bromo-7-methylsulfanyl-2,3-dihydroinden-1-one